5,7-dichloro-N-[1-(2-pyrimidin-2-yl-1,2,4-triazol-3-yl)ethyl]-1,2-benzo-thiazol-3-amine ClC=1C=C(C2=C(C(=NS2)NC(C)C=2N(N=CN2)C2=NC=CC=N2)C1)Cl